2,3,5-trimethyl-4-[2-methyl-4-(1-methylpyrazol-4-yl)phenyl]sulfonyl-2,3-dihydro-1H-quinoxaline CC1NC2=CC=CC(=C2N(C1C)S(=O)(=O)C1=C(C=C(C=C1)C=1C=NN(C1)C)C)C